Cl.C1(CC1)CN1CC2=CC(=CC=C2CC1)N(C1=CC=CC=C1)C(C)C 2-(cyclopropylmethyl)-N-isopropyl-N-phenyl-1,2,3,4-tetrahydroisoquinolin-7-amine hydrochloride